rac-benzyl (1R,2S,4R,6R)-2-(4-bromophenyl)-4-(cyclopropylmethoxy)-6-((2-fluoro-4-(trifluoromethyl)phenyl)carbamoyl)cyclohexane-1-carboxylate BrC1=CC=C(C=C1)[C@@H]1[C@H]([C@@H](C[C@@H](C1)OCC1CC1)C(NC1=C(C=C(C=C1)C(F)(F)F)F)=O)C(=O)OCC1=CC=CC=C1 |r|